C(C)(=O)NCCOC[C@@]12C[C@H](N([C@H]2C1)C(CNC(C1=CC=C(C=C1)OC1=CC=CC=C1)=O)=O)C(=O)NCC1=CC(=CS1)C(=N)NC(OC(C)(C)C)=O tert-butyl ((5-(((1S,3S,5R)-5-((2-acetamidoethoxy)methyl)-2-((4-phenoxybenzoyl)-glycyl)-2-azabicyclo[3.1.0]hexane-3-carboxamido)methyl)thiophen-3-yl)(imino)methyl)carbamate